tert-butyl (3S)-3-[[4-[4-[[3-fluoro-2-methyl-4-(3,3,3-trifluoropropanoylamino)-1-naphthyl]oxy]-2-methyl-thiazol-5-yl]pyrimidin-2-yl]amino]piperidine-1-carboxylate FC=1C(=C(C2=CC=CC=C2C1NC(CC(F)(F)F)=O)OC=1N=C(SC1C1=NC(=NC=C1)N[C@@H]1CN(CCC1)C(=O)OC(C)(C)C)C)C